(2-amino-[1,2,4]triazolo[1,5-a]pyridin-7-yl)-6-chloro-N-(2,2-difluoro-3-(4-fluorophenyl)-3-hydroxypentyl)-2-fluorobenzamide NC1=NN2C(C=C(C=C2)C=2C(=C(C(=O)NCC(C(CC)(O)C3=CC=C(C=C3)F)(F)F)C(=CC2)Cl)F)=N1